BrC1=NNC(=C1)C 3-Bromo-5-methyl-1H-pyrazole